CC=1C=CC(=NC1)C(=O)N1CCNCC1 (5-methylpyridin-2-yl)(piperazin-1-yl)methanone